tert-butyl 4-(6-methyl-3-oxo-4-((3-(trifluoromethyl)pyrazin-2-yl)methyl)-3,4-dihydroquinoxalin-2-yl)piperidine-1-carboxylate CC=1C=C2N(C(C(=NC2=CC1)C1CCN(CC1)C(=O)OC(C)(C)C)=O)CC1=NC=CN=C1C(F)(F)F